C(CC)N1CCC[C@@H]2CC3=C(C[C@@H]12)C=CC=C3 (4aR,10aR)-1-propyl-1,2,3,4,4a,5,10,10a-octahydrobenzo[g]quinoline